ClC1=C(C=CC=C1F)C1N=C(NC(=C1C(=O)OC)[C@@H]1C[C@@H](CCC1)C(=O)OC)C=1SC=CN1 cis-Methyl 4-(2-chloro-3-fluorophenyl)-6-(3-(methoxycarbonyl)-cyclohexyl)-2-(thiazol-2-yl)-1,4-dihydropyrimidine-5-carboxylate